Racemic-ditoluoyltartaric acid C=1(C(=CC=CC1)C(=O)C(C(C(=O)O)(O)C(=O)C=1C(=CC=CC1)C)(O)C(=O)O)C